C(C)OC(C(C)(C)OC1=C(C=C(C=C1C)CN1C[C@H](N(CC1)CC1=CC=C(C=C1)C(F)(F)F)C)C)=O (R)-2-(2,6-dimethyl-4-((3-methyl-4-(4-(trifluoromethyl)benzyl)piperazin-1-yl)methyl)phenoxy)-2-methylpropanoic acid ethyl ester